4-hydroxy-butyl carbonate C(OCCCCO)([O-])=O